NC=1C=C(C=C2C=C(N=NC12)NC(=O)[C@H]1[C@H](C1)F)C=1C=NC=CC1CC (1S,2S)-N-(8-Amino-6-(4-ethylpyridin-3-yl)cinnolin-3-yl)-2-fluorocyclopropanecarboxamide